CN(CCCN=C=N)C 3-[3-dimethylaminopropyl]carbodiimide